C(C1=CC=CC=C1)OC(=O)N[C@@H]1CC=2C=NC(=C(C2OC1)F)N1CC2CCC(C1)N2C(=O)OC(C)(C)C Tert-Butyl 3-((R)-3-(((benzyloxy)carbonyl)amino)-8-fluoro-3,4-dihydro-2H-pyrano[3,2-c]pyridin-7-yl)-3,8-diazabicyclo[3.2.1]octane-8-carboxylate